N1(CCCC1)C1=CC=C(C=C1)C=CC=CC=O 5-(4-pyrrolidinylphenyl)pent-2,4-dienal